3-((5-(3-(4-methyl-1,4-diazepane-1-carbonyl)phenyl)furan-2-yl)methylene)indolin-2-one CN1CCN(CCC1)C(=O)C=1C=C(C=CC1)C1=CC=C(O1)C=C1C(NC2=CC=CC=C12)=O